OC(CNC(O[C@@H]1CC[C@H](CC1)C(N(C1=NC=CC(=C1)C=1C=NN(C1)C(C)C)C[C@@H]1CC[C@H](CC1)C1=CC(=C(C=C1)OC)Cl)=O)=O)(C)C (trans)-4-((((trans)-4-(3-Chloro-4-methoxyphenyl)cyclohexyl) methyl)(4-(1-isopropyl-1H-pyrazol-4-yl)pyridin-2-yl)carbamoyl)cyclohexyl (2-hydroxy-2-methylpropyl)carbamate